1-(4-{[3-(benzyloxy)phenyl]sulfamoyl}phenyl)-3-(pyridin-3-ylmethyl)urea C(C1=CC=CC=C1)OC=1C=C(C=CC1)NS(=O)(=O)C1=CC=C(C=C1)NC(=O)NCC=1C=NC=CC1